CC1(C(CC1)NC(=O)C1=NC(=CC=C1OC)NC=1C=NC=C(C1)F)C N-(2,2-dimethylcyclobutyl)-6-[(5-fluoro-3-pyridinyl)amino]-3-methoxy-pyridine-2-carboxamide